(S)-N-(1-OXO-3-PHENYLPROPAN-2-YL)-4-PHENYLTHIAZOLE-5-CARBOXAMIDE O=C[C@H](CC1=CC=CC=C1)NC(=O)C1=C(N=CS1)C1=CC=CC=C1